benzyl 8-(5-(2-cyclopentylacetyl)-4,5,6,7-tetrahydrothiazolo[5,4-c]pyridin-2-yl)-3,8-diazabicyclo[3.2.1]octane-3-carboxylate C1(CCCC1)CC(=O)N1CC2=C(CC1)N=C(S2)N2C1CN(CC2CC1)C(=O)OCC1=CC=CC=C1